2-t-butylphenanthrone C(C)(C)(C)C1=CC=2CC(C3=CC=CC=C3C2C=C1)=O